diethoxy(methyl)(vinyl)silane C(C)O[Si](C=C)(C)OCC